BrC1C=C2N=CC(=NC2=CC1Br)CCCC 6,7-dibromo-2-butyl-6,7-dihydroquinoxaline